IC1=CC(=C(C=C1OC)C(C)N)OC 4-Iodo-2,5-dimethoxyphenylethane-1-amine